O1COC2=C1C=CC(=C2)CCN 2-(1,3-benzodioxolan-5-yl)ethylamine